CNC(C1=C(C=CC=C1)SC1=CC=C2C(=NN(C2=C1)C(OCCOCCOCCOCCOCCOCCOCCOC)=O)\C=C\C1=NC=CC=C1)=O N-methyl-2-((1-(1-oxo-2,5,8,11,14,17,20,23-octaoxatetracos-1-yl)-3-((1E)-2-(2-pyridinyl)ethenyl)-1H-indazol-6-yl)thio)benzamide